C(C(=C)C)(=O)OCC(COC(C=C)=O)O 2-hydroxy-3-Acryloyloxypropyl methacrylate